N-(2-chloro-6-fluorophenyl)-5-fluoro-4-{3-[(1S)-1-hydroxyethyl]-4-methyl-5-oxo-4,5-dihydro-1H-1,2,4-triazol-1-yl}-2-{[(2S)-1,1,1-trifluoropropan-2-yl]oxy}benzamide ClC1=C(C(=CC=C1)F)NC(C1=C(C=C(C(=C1)F)N1N=C(N(C1=O)C)[C@H](C)O)O[C@H](C(F)(F)F)C)=O